C(CCCCCCC)C1=C(C(=O)[O-])C=CC(=C1)N(C)C 2-octyl-4-(dimethyl-amino)benzoate